Aziridinyl-phosphorus N1(CC1)[P]